(3R)-3-(6-bromo-2-chloro-3-fluorophenyl)-3-[(5-methoxy-2-nitrophenyl)amino]propanal BrC1=CC=C(C(=C1[C@@H](CC=O)NC1=C(C=CC(=C1)OC)[N+](=O)[O-])Cl)F